C(C)N(CCCCCCCCC)CC N,N-diethyl-nonanamine